C1=CC=C(C=2SC3=C(C21)C=CC=C3)C3=CC=2NC1=CC=CC=C1C2C=C3 2-(dibenzo[b,d]thiophen-4-yl)-9H-carbazole